2-((oxetan-3-ylmethyl)amino)pyrido[2,3-d]pyrimidin-7(8H)-one O1CC(C1)CNC=1N=CC2=C(N1)NC(C=C2)=O